1-methyl-4-iso-propenylcyclohexan-3-ol CC1CC(C(CC1)C(=C)C)O